COC1=C(C=C2C(=NC=NC2=C1)C=1C(=NN(C1)C)C1=CC=CC=C1)NC(=O)C=1C=NN(C1)C(F)(F)F N-(7-methoxy-4-(1-methyl-3-phenyl-1H-pyrazol-4-yl)quinazolin-6-yl)-1-(trifluoromethyl)-1H-pyrazole-4-carboxamide